[Pd].C(C1=CC=CC=C1)=CC(C)=O.C(C1=CC=CC=C1)=CC(C)=O bis(benzylideneaceton) palladium